methylenebis(hydroxystearamide) C(C(C(=O)N)(CCCCCCCCCCCCCCCC)O)C(C(=O)N)(CCCCCCCCCCCCCCCC)O